(1R,3S)-3-(3-{[(1-methyl-1H-pyrazol-3-yl)acetyl]-amino}-1H-pyrazol-5-yl)-cyclopentyl propan-2-yl-carbamate CC(C)NC(O[C@H]1C[C@H](CC1)C1=CC(=NN1)NC(CC1=NN(C=C1)C)=O)=O